C(C)OC(=O)C=1N=NC2=C(N1)C=C(C=C2C2=NC=CC(=C2)C2=CC=CC=C2)C 6-methyl-8-(4-phenylpyridin-2-yl)benzo[e][1,2,4]triazine-3-carboxylic acid ethyl ester